C1(CC1)C1=C(C=C(C=C1)C=1OC=NN1)C(F)(F)F 2-[4-cyclopropyl-3-(trifluoromethyl)phenyl]-1,3,4-oxadiazole